5-((1R,5S,6r)-3-azabicyclo[3.1.0]hexan-6-yl)-3-(2,3-dihydro-1H-pyrrolo[1,2-a]indol-9-yl)-1,2,4-oxadiazole [C@H]12CNC[C@@H]2C1C1=NC(=NO1)C1=C2N(C=3C=CC=CC13)CCC2